OC=1C=CC=C2C(C(=NC12)C)(C)C 7-hydroxy-2,3,3-trimethyl-3H-indole